COC(=O)C=1C(=NC(=CC1)CNC=O)N 2-amino-6-(formamidomethyl)pyridine-3-carboxylic acid methyl ester